C[C@H]1CN(C[C@H](N1)C)C1=NC(N2C3=C(C(=C(C=C13)C(F)(F)F)C1=CC=C(C=C1)F)SC[C@@H](C2)OCOC)=O (R)-8-((3S,5R)-3,5-dimethylpiperazin-1-yl)-11-(4-fluorophenyl)-3-(methoxymethoxy)-10-(trifluoromethyl)-3,4-dihydro-2H,6H-[1,4]thiazepino[2,3,4-ij]quinazolin-6-one